2-[2,4-dichloro-3-(8-methyl-2-methylsulfonyl-7-oxo-pyrido[2,3-d]pyrimidin-6-yl)phenyl]isoindoline-1,3-dione ClC1=C(C=CC(=C1C1=CC2=C(N=C(N=C2)S(=O)(=O)C)N(C1=O)C)Cl)N1C(C2=CC=CC=C2C1=O)=O